3-((S)-3-((S)-8-(4'-(aminomethyl)-4-ethoxybiphenyl-3-ylsulfonyl)-1-oxa-8-azaspiro[4.5]decan-3-ylamino)-2-hydroxypropoxy)-N-methylbenzenesulfonamide NCC1=CC=C(C=C1)C1=CC(=C(C=C1)OCC)S(=O)(=O)N1CCC2(C[C@@H](CO2)NC[C@@H](COC=2C=C(C=CC2)S(=O)(=O)NC)O)CC1